C(CCCC#C)OC1=CC=C(C=C1)C=CC(=O)C1=C(C=CC=C1)O 3-(4-(Hex-5-yn-1-yloxy)phenyl)-1-(2-hydroxyphenyl)prop-2-en-1-one